C(C)(C)(C)OC(=O)N1C[C@@H]2C([C@@H]2C1)C1=NN2C(C(=CC(=C2)Br)F)=N1 (1s,5r)-6-(6-bromo-8-fluoro-[1,2,4]triazolo[1,5-a]pyridin-2-yl)-3-azabicyclo[3.1.0]hexane-3-carboxylic acid tert-butyl ester